NCCCCO.[Ni] nickel 4-amino-1-butanol